C(=O)OC1(CCC23C(CCC2C(C1C3)(C)C)C)C octahydro-3,6,8,8-tetramethyl-1H-3a,7-methanoazulen-6-yl formate